7-bromo-2-(3,4-dimethoxyphenyl)-[1,2,4]triazolo[1,5-a]pyridine BrC1=CC=2N(C=C1)N=C(N2)C2=CC(=C(C=C2)OC)OC